FC=1C(=CC=C(C(=O)O)C1)OC(F)(F)F 5-fluoro-4-(trifluoromethoxy)benzoic acid